N1N=CC(=C1)CCNC1=NC(=NC(=C1C)C)C(=O)N[C@H](C)C1=NC=C(C=C1)F (R)-4-((2-(1H-pyrazol-4-yl)ethyl)amino)-N-(1-(5-fluoropyridin-2-yl)ethyl)-5,6-dimethylpyrimidine-2-carboxamide